4-isopropyl-2-(2-fluorophenyl)oxazoline C(C)(C)C1N=C(OC1)C1=C(C=CC=C1)F